FC1=CC=C(C=C1)CN(C(=O)NCC1=CC=C(C=C1)OCC(F)(F)F)CC1CCN(CC1)C 1-(4-fluorophenylmethyl)-1-((1-methylpiperidin-4-yl)methyl)-3-(4-(2,2,2-trifluoroethoxy)benzyl)urea